(3S)-3-(3-methoxy-3-oxo-2-(3-vinylbenzyl)propyl)pyrrolidine-1-carboxylic acid tert-butyl ester C(C)(C)(C)OC(=O)N1C[C@H](CC1)CC(C(=O)OC)CC1=CC(=CC=C1)C=C